C1(=CC=CC=C1)C(\C=C\NC1=CC(=C(C(=C1)OC)OC)OC)=O (E)-1-phenyl-3-((3,4,5-trimethoxyphenyl)amino)prop-2-en-1-one